ClC=1C2=CN(N=C2C=C(C1)C(F)(F)F)C 4-chloro-2-methyl-6-(trifluoromethyl)-2H-indazol